methyl 4,6-o-[(1r)-1-carboxyethylidene]-beta-d-galactopyranoside C[C@]1(OC[C@@H]2[C@H](O1)[C@@H]([C@H]([C@@H](O2)OC)O)O)C(=O)O